CC1=NC=NC2=CC(=CC(=C12)OC1CCC(CC1)N)N1CCOCC1 4-(4-methyl-7-morpholino-quinazolin-5-yl)oxycyclohexylamine